tert-butyl 2-methyl-2-(5-methyl-2,4-dioxo-6-(1,2,4-thiadiazol-3-yl)-1,4-dihydrothieno[2,3-d]pyrimidin-3(2H)-yl)propanoate CC(C(=O)OC(C)(C)C)(C)N1C(NC2=C(C1=O)C(=C(S2)C2=NSC=N2)C)=O